O1[C@H]2[C@@H]([C@@H](C1)N)OC[C@@H]2N (3R,3aR,6S,6aR)-hexahydrofuro[3,2-b]furan-3,6-diamine